tert-butyl-2-(4-chloro-3-ethylphenyl)-3-(pyridin-4-yl)-6,7-dihydropyrazolo[1,5-a]pyrazine C(C)(C)(C)C=1C=2N(CCN1)N=C(C2C2=CC=NC=C2)C2=CC(=C(C=C2)Cl)CC